CCCCCCCC/C=C\\CCCCCCCC(=O)N[C@@H](CCC(=O)O)C(=O)O The molecule is a fatty amide resulting from the formal condensation of the carboxy group of oleic acid with the amino group of L-glutamic acid. It is a N-acyl-L-glutamic acid and a N-(fatty acyl)-L-alpha-amino acid. It derives from an oleic acid. It is a conjugate acid of a N-oleoyl-L-glutamate(2-).